N-(4-(3-Amino-1H-pyrazolo[3,4-b]pyridin-4-yl)-2-((4-fluorophenyl)methoxy)phenyl)-1,1-difluoromethanesulfonamide NC1=NNC2=NC=CC(=C21)C2=CC(=C(C=C2)NS(=O)(=O)C(F)F)OCC2=CC=C(C=C2)F